COC1=NC(=NC(=C1)OC)C(=O)O 4,6-dimethoxypyrimidine-2-carboxylic acid